eicosane-3,3-diol CCC(CCCCCCCCCCCCCCCCC)(O)O